FC1=C(C=CC(=C1)F)C=1N2C(SC1)=NC(=C2)C(=O)N[C@@H]2C(N(C1=C(OC2)C=CC(=C1)C#CC1(COC1)O)C)=O (S)-3-(2,4-difluorophenyl)-N-(7-((3-hydroxyoxetane-3-yl)ethynyl)-5-methyl-4-Oxo-2,3,4,5-tetrahydrobenzo[b][1,4]oxazepine-3-yl)imidazo[2,1-b]thiazole-6-carboxamide